NC1=NN(C(=C1Cl)C1(CC2CC(CC2C1)C=1N=CN(C1C(=O)NC1=CC=C(C=C1)F)C)O)C 4-(5-(3-amino-4-chloro-1-methyl-1H-pyrazol-5-yl)-5-hydroxyoctahydropentalen-2-yl)-N-(4-fluorophenyl)-1-methyl-1H-imidazole-5-carboxamide